C(C)(C)(C)OC(=O)N1CC=2N=C(NC(C2C2(C1)COC2)=C=O)SC 2'-(methylthio)-4'-carbonyl-4',8'-dihydro-3'H-spiro[oxetane-3,5'-pyrido[3,4-d]pyrimidine]-7'(6'H)-carboxylic acid tert-butyl ester